7-azabenzotriazoleN N1N=NC2=C1N=CC=C2